2-(furan-2-yl)-5-(methylthio)-[1,2,4]triazolo[1,5-a][1,3,5]triazin-7-amine O1C(=CC=C1)C1=NN2C(N=C(N=C2N)SC)=N1